C(=O)(OC(C)(C)C)NCC(=O)O BOC-Glycine